C1(CC1)C(=O)N1CCC2=C(CC1)C=C1C(=C2)NC(=N1)C1=C(C2=C(N(C1=O)CC1=CC=C(C=C1)OC)C=CS2)O 6-(7-(cyclopropanecarbonyl)-1,5,6,7,8,9-hexahydroimidazo[4',5':4,5]benzo[1,2-d]azepin-2-yl)-7-hydroxy-4-(4-methoxybenzyl)thieno[3,2-b]pyridin-5(4H)-one